N-(3-Cyano-6-(2-fluorobenzyl)-4,5,6,7-tetrahydrothieno[2,3-c]pyridin-2-yl)-2-(4-sulfamoylphenyl)acetamid C(#N)C1=C(SC=2CN(CCC21)CC2=C(C=CC=C2)F)NC(CC2=CC=C(C=C2)S(N)(=O)=O)=O